(1R,2S,5S)-8-(benzylcarbamoyl)-3-(2,2-diphenylacetyl)-3,8-diazabicyclo[3.2.1]octane-2-carboxylic acid C(C1=CC=CC=C1)NC(=O)N1[C@H]2[C@H](N(C[C@@H]1CC2)C(C(C2=CC=CC=C2)C2=CC=CC=C2)=O)C(=O)O